C(C)(C)(C)OC(=O)N1[C@@H](COC[C@@H]1C)C1=CC=C(C=C1)N1C(=CC2=C1N=CNC2=O)Cl |r| rac-(3r,5s)-3-(4-(6-chloro-4-oxo-3,4-dihydro-7H-pyrrolo[2,3-d]pyrimidin-7-yl)phenyl)-5-methylmorpholine-4-carboxylic acid tert-butyl ester